ClC1=C(C=CC2=C1COC1=NC3=C(C(NCC(O2)C)=O)C=NN3C=C1)F 12-chloro-11-fluoro-7-methyl-6,7-dihydro-13H-1,15-ethenopyrazolo[4,3-f][1,10,4,8]benzodioxadiazacyclotridecin-4(5H)-one